The molecule is a hydroxy monocarboxylic acid that is acetic acid in which one of the methyl hydrogens is substituted by a 2-hydroxyphenyl group. It is a metabolite of phenylalanine and is excreted in the urine of patients suffering from diseases like phenylketonuria. It has a role as a human metabolite and a mouse metabolite. It is a member of phenols and a hydroxy monocarboxylic acid. It derives from an acetic acid and a phenol. It is a conjugate acid of a (2-hydroxyphenyl)acetate. C1=CC=C(C(=C1)CC(=O)O)O